tert-butyl (4-chloro-3-fluoro-2-(4,4,5,5-tetramethyl-1,3,2-dioxaborolan-2-yl)phenethyl)carbamate ClC1=C(C(=C(CCNC(OC(C)(C)C)=O)C=C1)B1OC(C(O1)(C)C)(C)C)F